pentyltriphenyl-phosphorus bromide C(CCCC)P(C1=CC=CC=C1)(C1=CC=CC=C1)(C1=CC=CC=C1)Br